butyl azodicarboxylate N(=NC(=O)[O-])C(=O)OCCCC